FC(C=1C=CC(NC1)=O)(F)F 5-(trifluoromethyl)-pyridin-2-one